ClC=1C=CC(=C(C#N)C1)N1C[C@@H](CC1)OC1=NC=C(C=C1)C(F)(F)F (R)-5-chloro-2-(3-(5-(trifluoromethyl)pyridin-2-yloxy)pyrrolidin-1-yl)benzonitrile